2,6-Difluoro-4-hydroxybenzoic acid FC1=C(C(=O)O)C(=CC(=C1)O)F